3-cyclopropyl-4,4-difluoro-6,7-dihydro-5H-pyrazolo[1,5-a]pyridin-2-amine C1(CC1)C=1C(=NN2C1C(CCC2)(F)F)N